2-(4-((1-(2,6-bis(benzyloxy)pyridin-3-yl)-3-methyl-2-oxo-2,3-dihydro-1H-benzo[d]imidazol-5-yl)oxy)-3-methylphenyl)acetic acid C(C1=CC=CC=C1)OC1=NC(=CC=C1N1C(N(C2=C1C=CC(=C2)OC2=C(C=C(C=C2)CC(=O)O)C)C)=O)OCC2=CC=CC=C2